NC1=NC=NC=2N(C3=CC(=CC=C3C21)O)CC(=O)N2[C@@H]1C[C@@H]1C[C@H]2C(=O)NC2=NC(=CC=C2)Br (1R,3S,5R)-2-(2-(4-amino-7-hydroxy-9H-pyrimido[4,5-b]indol-9-yl)acetyl)-N-(6-bromopyridin-2-yl)-2-azabicyclo[3.1.0]hexane-3-carboxamide